1-[3-acetyl-6-[5-[(6-methylpyridazin-3-yl)amino]benzimidazol-1-yl]-2-pyridinyl]-5-methyl-pyrazole-3-carbonitrile C(C)(=O)C=1C(=NC(=CC1)N1C=NC2=C1C=CC(=C2)NC=2N=NC(=CC2)C)N2N=C(C=C2C)C#N